2-Fluoro-1-(7-(4-(trifluoromethyl)phenyl)-3,4-dihydroisoquinolin-2(1H)-yl)prop-2-en FC(CN1CC2=CC(=CC=C2CC1)C1=CC=C(C=C1)C(F)(F)F)=C